ClC1=CC=C(S1)CNC1=CC(=NN1C(C(C)(C)C)=O)C=1C(N(C=CC1)CCC(=O)N)=O 3-[3-(5-{[(5-chlorothiophen-2-yl)methyl]amino}-1-(2,2-dimethylpropanoyl)-1H-pyrazol-3-yl)-2-oxo-1,2-dihydropyridin-1-yl]propanamide